(R)-2-oxo-1-phenyl-2-(pyridin-4-ylamino)ethyl 3-amino-6-(1-(1-(tert-butoxycarbonyl)piperidin-4-yl)-1H-pyrazol-4-yl)pyrazine-2-carboxylate NC=1C(=NC(=CN1)C=1C=NN(C1)C1CCN(CC1)C(=O)OC(C)(C)C)C(=O)O[C@@H](C(NC1=CC=NC=C1)=O)C1=CC=CC=C1